2-(2-(2-aminoethoxy)ethoxy)ethylene glycol NCCOCCOC(CO)O